(5S)-5-fluoro-3-methylpiperidin-3-amine F[C@H]1CC(CNC1)(N)C